2-{1-[4-(2,6-dioxopiperidin-3-yl)phenyl]piperidin-4-yl}acetaldehyde O=C1NC(CCC1C1=CC=C(C=C1)N1CCC(CC1)CC=O)=O